FC(OC=1C=C(C=CC1)C1=NN(C=2C[C@@H](CCC12)C(=O)NC1(CCS(CC1)(=O)=O)C)C(C)C(C)(C)O)F (6R)-3-(3-(difluoromethoxy)phenyl)-1-(3-hydroxy-3-methylbutan-2-yl)-N-(4-methyl-1,1-dioxidotetrahydro-2H-thiopyran-4-yl)-4,5,6,7-tetrahydro-1H-indazole-6-carboxamide